ClC1=CC=C(C=C1)C1=CC(=NO1)C12CC(C1)(C2)NC(OC(C)(C)C)=O tert-butyl (3-(5-(4-chlorophenyl)isoxazol-3-yl)bicyclo[1.1.1]pentan-1-yl)carbamate